2-((4-pentadecylphenoxy)methyl)oxirane tert-butyl-3-((((5-(3-(1H-imidazol-5-yl)imidazo[1,2-a]pyrimidin-2-yl)-3-(trifluoromethyl)-1H-1,2,4-triazol-1-yl)methoxy)carbonyl)oxy)propanoate C(C)(C)(C)OC(CCOC(=O)OCN1N=C(N=C1C=1N=C2N(C=CC=N2)C1C1=CN=CN1)C(F)(F)F)=O.C(CCCCCCCCCCCCCC)C1=CC=C(OCC2OC2)C=C1